NC1(CS(C1)(=O)=O)C1=CC=C(C=C1)C=1C2=C(N=C(N1)N1[C@H](C(C1)(F)F)CO)C(CC2)(F)F (S)-3-amino-3-(4-(2-(3,3-difluoro-2-(hydroxymethyl)azetidin-1-yl)-7,7-difluoro-6,7-dihydro-5H-cyclopenta[d]pyrimidin-4-yl)phenyl)thietane 1,1-dioxide